NC1=CC=C(C=C1)C=1C2=CC=C(N2)C(=C2C=CC(C(=C3C=CC(=C(C=4C=CC1N4)C4=CC=C(C=C4)N)N3)C3=CC=C(C=C3)N)=N2)C2=CC=C(C=C2)N 5,10,15,20-Tetrakis-(4-aminophenyl)-porphine